(S)-N-((S)-1-(5-(Benzhydrylamino)pyridin-2-yl)-2,2,2-trifluoroethyl)-N-methyl-6-oxopiperidine-3-carboxamide C(C1=CC=CC=C1)(C1=CC=CC=C1)NC=1C=CC(=NC1)[C@@H](C(F)(F)F)N(C(=O)[C@@H]1CNC(CC1)=O)C